CC1=NN(C(=C1)C)C=1N=C(C2=C(N1)N(C=C2)C)NC2=CC=C(C=C2)CC 2-(3,5-dimethyl-1H-pyrazol-1-yl)-7-methyl-N-(4-ethylphenyl)-7H-pyrrolo[2,3-d]pyrimidin-4-amine